8-fluoro-6-(6-fluoro-2-((4-hydroxy-bicyclo[2.2.1]heptan-1-yl)amino)-4-methoxy-pyrrolo[2,1-f][1,2,4]triazin-5-yl)-N-methylimidazo[1,2-a]pyridine-3-carboxamide FC=1C=2N(C=C(C1)C=1C(=CN3N=C(N=C(C31)OC)NC31CCC(CC3)(C1)O)F)C(=CN2)C(=O)NC